FC=1C=CC=C2C(=CC(=NC12)C)C1=C2C=C(C(=CC2=CC=2C=COC21)OC)OC 9-(8-fluoro-2-methylquinolin-4-yl)-6,7-dimethoxynaphtho[2,3]furan